methyl 6-[3-(azetidin-3-yloxy) phenoxy]pyridine-3-carboxylate N1CC(C1)OC=1C=C(OC2=CC=C(C=N2)C(=O)OC)C=CC1